4-(4-(tert-butyl)phenyl)pyrrolo[1,2-a]quinoxaline-7-carbohydrazide C(C)(C)(C)C1=CC=C(C=C1)C=1C=2N(C3=CC=C(C=C3N1)C(=O)NN)C=CC2